5-(4-amino-3-methylsulfanyl-phenoxy)-3,4-dihydro-1H-1,8-naphthyridin-2-one NC1=C(C=C(OC2=C3CCC(NC3=NC=C2)=O)C=C1)SC